C(CCCCC=O)=O Hexandial